N-methyl-N-(2-(2-methylpyridin-4-yl)-1H-pyrrolo[3,2-c]pyridin-6-yl)cyclopropanecarboxamide CN(C(=O)C1CC1)C1=CC2=C(C=N1)C=C(N2)C2=CC(=NC=C2)C